C(#N)C1=C(C=C(C=N1)OC1C(C(C1(C)C)NC(OC(C)(C)C)=O)(C)C)C(F)(F)F tert-Butyl ((1r,3r)-3-((6-cyano-5-(trifluoromethyl)pyridin-3-yl)oxy)-2,2,4,4-tetramethylcyclobutyl)carbamate